P(=O)([O-])([O-])[O-].[Al+3].[Na+] Natrium-Aluminium Phosphat